sodium dodecyl benzenesulphonate, sodium salt [Na].C1(=CC=CC=C1)S(=O)(=O)OCCCCCCCCCCCC.[Na]